C1CC12N(CCOC2)C=2C=CC(=NC2)NC=2C=CC(=C1CNC(C21)=O)C2=CN=C1N2C=CC(=C1)F 7-((5-(7-oxa-4-aza-spiro[2.5]octan-4-yl)pyridin-2-yl)amino)-4-(7-fluoro-imidazo[1,2-a]pyridin-3-yl)isoindolin-1-one